4-[4-(2-aminoethyl)pyrazol-1-yl]-3-(6-morpholin-4-ylpyridazin-4-yl)oxybenzonitrile NCCC=1C=NN(C1)C1=C(C=C(C#N)C=C1)OC1=CN=NC(=C1)N1CCOCC1